BrCC1=CC=C2C=CC3=C(NC(CC(N3C=3C=C(C#N)C=CC3)=O)=O)C2=C1 3-(10-(Bromomethyl)-2,4-dioxo-1,2,3,4-tetrahydro-5H-naphtho[1,2-b][1,4]diazepin-5-yl)benzonitrile